C1(CC1)NC(=O)C1=C(C=C(CC=2C=C3C(N(C=NC3=C(C2C)C)[C@H]2CCOC[C@@H]2O)=O)C=C1)F 1,5-anhydro-3-(6-(4-(cyclopropylcarbamoyl)-3-fluorobenzyl)-7,8-dimethyl-4-oxoquinazolin-3(4H)-yl)-2,3-dideoxy-L-threo-pentitol